NC1=CC=C(C(=O)NC2=C(C=C(C=C2)F)NC(OC(C)(C)C)=O)C=C1 Tert-butyl (2-(4-aminobenzamido)-5-fluorophenyl)carbamate